CN(C1CN(CC(C1(F)F)CN1C(C2=CC=CC=C2C1=O)=O)C(=O)OC(C)(C)C)C tert-Butyl 3-(dimethylamino)-5-[(1,3-dioxoisoindolin-2-yl)methyl]-4,4-difluoro-piperidine-1-carboxylate